C(C)(=O)OC=1C(=NC=CC1OC)C(=O)N[C@@H](C)C(=O)O[C@@H](C)[C@H](C(C)C)C1=C(C=C(C=C1)C)C (2S,3R)-3-(2,4-dimethylphenyl)-4-methylpentan-2-yl (3-acetoxy-4-methoxypicolinoyl)-L-alaninate